7-[1-(3-Chlorophenyl)-3-(hydroxymethyl)-7-oxo-4,5-dihydropyrazolo[3,4-c]pyridin-6-yl]-3,4-dihydro-1H-isoquinoline-2-carboxylic acid tert-butyl ester C(C)(C)(C)OC(=O)N1CC2=CC(=CC=C2CC1)N1C(C2=C(CC1)C(=NN2C2=CC(=CC=C2)Cl)CO)=O